2-amino-2-(furan-3-yl)acetic acid NC(C(=O)O)C1=COC=C1